o-tert-butyl-aniline C(C)(C)(C)C1=C(N)C=CC=C1